ClC=1N(C(C2=CC=CC(=C2C1)OC1CC2(CN(C2)CCCC=2C=NNC(C2Cl)=O)C1)=O)C Chloro-5-[[2-[3-(5-chloro-6-oxo-1H-pyridazin-4-yl)propyl]-2-azaspiro[3.3]heptan-6-yl]oxy]-2-methyl-isoquinolin-1-one